C(C1=CC=CC=C1)N1C(C2=CC=C(C=C2CC1)O)=O 2-Benzyl-6-hydroxy-3,4-dihydroisoquinolin-1(2H)-one